ClC1=CC(=CC(=N1)N=C1S(CCCCCC1)(=O)(C)C)C(C(F)(F)F)(C)O ((6-chloro-4-(1,1,1-trifluoro-2-hydroxypropan-2-yl)pyridin-2-yl)imino)dimethyl-λ6-thiocanone